8-chloro-7-[(2-methyl-3H-benzimidazol-5-yl)oxy]-2-[1-(tetrahydrothiopyran-4-ylmethyl)pyrazol-4-yl]quinoxaline ClC=1C(=CC=C2N=CC(=NC12)C=1C=NN(C1)CC1CCSCC1)OC1=CC2=C(N=C(N2)C)C=C1